(2S,4R)-1-[(2S)-2-(4-cyclopropyltriazol-1-yl)-3,3-dimethyl-butanoyl]-4-hydroxy-N-[(2R,3R)-2-(trifluoromethyl)chroman-3-yl]pyrrolidine-2-carboxamide C1(CC1)C=1N=NN(C1)[C@H](C(=O)N1[C@@H](C[C@H](C1)O)C(=O)N[C@H]1[C@@H](OC2=CC=CC=C2C1)C(F)(F)F)C(C)(C)C